3-[4-[2-methoxy-5-[(1R)-1-[[2-methyl-5-(4-methylpiperazin-1-yl)benzoyl]amino]ethyl]phenyl]-1-piperidinyl]propionic acid methyl ester COC(CCN1CCC(CC1)C1=C(C=CC(=C1)[C@@H](C)NC(C1=C(C=CC(=C1)N1CCN(CC1)C)C)=O)OC)=O